(E)-3-(4-(6-(((1S,4S,5R)-2-azabicyclo[2.2.1]heptan-5-yl)oxy)pyridazin-3-yl)-3-hydroxyphenyl)-N-methylacrylamide [C@@H]12NC[C@@H]([C@@H](C1)OC1=CC=C(N=N1)C1=C(C=C(C=C1)/C=C/C(=O)NC)O)C2